C1(=C(C=CC=C1)P(C1=C(C(=O)[O-])C=CC=C1)C1=C(C(=O)[O-])C=CC=C1)P(C1=C(C(=O)[O-])C=CC=C1)C1=C(C(=O)[O-])C=CC=C1 4'''-(1,2-phenylenebis(phosphanetriyl))-tetrabenzoate